6-{5-chloro-2-[(oxan-4-yl)amino]pyrimidin-4-yl}-2-[2-(7-fluoro-3-methyl-1,2,3,4-tetrahydroisoquinolin-2-yl)-2-oxoethyl]-2,3-dihydro-1H-isoindol-1-one ClC=1C(=NC(=NC1)NC1CCOCC1)C1=CC=C2CN(C(C2=C1)=O)CC(=O)N1CC2=CC(=CC=C2CC1C)F